NC1=NN2C(C=C(C=C2)C=2C=C(C(=NC2)OC)C(=O)NCC2=C(C=CC=C2OC2CC(CC2)C)F)=N1 5-{2-amino-[1,2,4]triazolo[1,5-a]pyridin-7-yl}-N-({2-fluoro-6-[(3-methylcyclopentyl)oxy]phenyl}methyl)-2-methoxypyridine-3-carboxamide